The molecule is 3H-2,1-Benzoxathiole 1,1-dioxide in which both of the hydrogens at position 3 have been substituted by 4-hydroxyphenyl groups. A pH indicator changing colour from yellow below pH 6.8 to bright pink above pH 8.2, it is commonly used as an indicator in cell cultures and in home swimming pool test kits. It is also used in the (now infrequently performed) phenolsulfonphthalein (PSP) test for estimation of overall blood flow through the kidney. It has a role as a two-colour indicator, an acid-base indicator and a diagnostic agent. It is a 2,1-benzoxathiole, a member of phenols, a sultone and an arenesulfonate ester. C1=CC=C2C(=C1)C(OS2(=O)=O)(C3=CC=C(C=C3)O)C4=CC=C(C=C4)O